3-[1-(4-Chloro-benzyl)-1H-pyrrolo[2,3-b]pyridin-2-yl]-N-[(S)-1-(4-fluoro-phenyl)-ethyl]-propionamide ClC1=CC=C(CN2C(=CC=3C2=NC=CC3)CCC(=O)N[C@@H](C)C3=CC=C(C=C3)F)C=C1